methyl (2R)-3-[[2-ethyl-4-[(3-iodoimidazo[1,2-a]pyrazin-8-yl)amino]benzoyl]amino]-2-(9H-fluoren-9-ylmethoxycarbonylamino)propanoate C(C)C1=C(C(=O)NC[C@H](C(=O)OC)NC(=O)OCC2C3=CC=CC=C3C=3C=CC=CC23)C=CC(=C1)NC=1C=2N(C=CN1)C(=CN2)I